Quinuclidin-3-yl (2-(4'-(2-(1H-pyrazol-1-yl)ethoxy)-[1,1'-biphenyl]-4-yl)propan-2-yl)carbamate N1(N=CC=C1)CCOC1=CC=C(C=C1)C1=CC=C(C=C1)C(C)(C)NC(OC1CN2CCC1CC2)=O